C(C)(C)(C)OC(=O)NCC=1OC2=C(C1)C=C(C=C2C(F)(F)F)/C=C/C(=O)OCC (E)-ethyl 3-(2-((tert-butoxycarbonylamino)methyl)-7-(trifluoromethyl)benzofuran-5-yl)acrylate